O=C(C(=O)O)NC(C)C 2-oxo-2-(propan-2-ylamino)acetic acid